ClC1=CC=C(C=C1)N1C(=NN=C1COC)[C@@H]1CC[C@H](CC1)OC=1C=CC(=NC1)C trans-5-[4-[4-(4-Chlorophenyl)-5-(methoxymethyl)-1,2,4-triazol-3-yl]cyclohexyl]oxy-2-methylpyridin